BrC1=C(C(=CC2=C(N(N=C12)C)CCC(F)(F)F)[N+](=O)[O-])C(=O)C1=C(C=CC(=C1)F)Cl (7-bromo-2-methyl-5-nitro-3-(3,3,3-trifluoropropyl)-2H-indazol-6-yl)(2-chloro-5-fluorophenyl)methanone